5-((4-(3-(3,5-dimethyl-1-(3-methyl-[1,2,4]triazolo[4,3-b]pyridazin-6-yl)-1H-pyrazol-4-yl)propanoyl)piperazin-1-yl)methyl)pyridin-2(1H)-one CC1=NN(C(=C1CCC(=O)N1CCN(CC1)CC=1C=CC(NC1)=O)C)C=1C=CC=2N(N1)C(=NN2)C